kaempferol-3-O-(3,4-O-diacetyl α-L-rhamnopyranoside) C(C)(=O)[C@@]1([C@H]([C@@H](O[C@H]([C@@H]1OC(C)=O)C)OC1=C(OC=2C=C(C=C(C2C1=O)O)O)C1=CC=C(O)C=C1)O)O